C1(=CC=CC=C1)C1(CC(NC1)=O)C1=CC=CC=C1 4,4-Diphenyl-pyrrolidone